B([O-])([O-])[O-].C(CCC)[P+3]C1=CC=CC=C1 butyl-phenyl-phosphorus borate